OCCCCN1C(N(C(C1(C)C)=O)C1=CC(=C(C#N)C=C1)C(F)(F)F)=S 4-[3-(4-hydroxybutyl)-4,4-dimethyl-5-oxo-2-thioxoimidazolidin-1-yl]-2-trifluoromethylbenzonitrile